C(C)(C)(C)N1N=C(C(=C1C)O)C1=CC(=CC=C1)S(=O)(=O)C(C)C 1-(tert-Butyl)-3-(3-(isopropylsulfonyl)phenyl)-5-methyl-pyrazol-4-ol